C(C)(C)(C)[Si](OCC(=O)O)(C1=CC=CC=C1)C1=CC=CC=C1 2-[tert-butyl-(diphenyl)silyl]oxyacetic acid